ClCC(=O)N[C@@H]1CN(CC[C@@H]1O)C(=O)OCC1=CC=CC=C1 (cis)-benzyl 3-(2-chloroacetamido)-4-hydroxypiperidine-1-carboxylate